4-(phenylthio)phenyldi-p-tolyl-sulfonium C1(=CC=CC=C1)SC1=CC=C(C=C1)[S+](C1=CC=C(C=C1)C)C1=CC=C(C=C1)C